4-(2-(3,4-dimethoxyphenyl)-8-methylimidazo[1,2-a]pyridin-6-yl)piperidine-1-carboxylic acid tert-butyl ester C(C)(C)(C)OC(=O)N1CCC(CC1)C=1C=C(C=2N(C1)C=C(N2)C2=CC(=C(C=C2)OC)OC)C